C(C)(C)C1(N=C(NC1=O)C1=C(C(=O)O)C=CC=N1)C 2-(4-isopropyl-4-methyl-5-oxo-2-imidazolin-2-yl)-nicotinic acid